(±)-3-fluoro-3-methylpyrrole F[C@]1(C=NC=C1)C |r|